C(#N)[C@H](C[C@H]1C(NCCC1)=O)NC(=O)[C@H]1N([C@@H]2CC([C@H]1CC2)(F)F)C([C@@H](NC2=C(C=CC(=C2)F)F)C)=O (1S,3S,4S)-N-((S)-1-cyano-2-((S)-2-oxopiperidin-3-yl)ethyl)-2-((2,5-difluorophenyl)-L-alanyl)-5,5-difluoro-2-azabicyclo[2.2.2]octane-3-carboxamide